[3-(4-bromo-2-fluoro-benzyl)-7-chloro-2,4-dioxo-3,4-dihydro-2h-quinazolin-1-yl]-acetic acid BrC1=CC(=C(CN2C(N(C3=CC(=CC=C3C2=O)Cl)CC(=O)O)=O)C=C1)F